C1(=CC=CC2=CC=CC=C12)CC=O naphthaleneethanone